C(CCCCCCCCCCCCCCCC)NC[C@@H]1[C@H]([C@H]([C@@H](O1)N1C=2N=C(NC(C2N=C1)=O)NC(C(C)C)=O)OC)O N-[9-[(2R,3R,4R,5R)-5-[(heptadecylamino)methyl]-4-hydroxy-3-methoxy-tetrahydrofuran-2-yl]-6-oxo-1H-purin-2-yl]-2-methyl-propanamide